[Pd]=O.[Sb].[Sn] tin-antimony-palladium oxide